3-[2-[4-(6-fluoro-1,2-benzisoxazol-3-yl)-1-piperidinyl]ethyl]-6,7,8,9-tetrahydro-2-methyl-4H-pyrido[1,2-a]pyrimidine-4-one FC1=CC2=C(C(=NO2)C2CCN(CC2)CCC2=C(N=C3N(C2=O)CCCC3)C)C=C1